5,6,7,7a-tetrahydro-4bH-cyclopenta[4,5]furo[2,3-c]pyridine-4b,5-diol C1=NC=CC2=C1OC1C2(C(CC1)O)O